tert-butyl-[2-(2,6-dioxopiperidin-3-yl)-7-methoxy-1,3-dioxo-2,3-dihydro-1H-isoindol-5-yl] piperazine-1-carboxylate N1(CCNCC1)C(=O)OC=1C(=C2C(N(C(C2=C(C1)OC)=O)C1C(NC(CC1)=O)=O)=O)C(C)(C)C